COC(=O)C=1C=C(C=C2C=NN(C12)CC=1SC(=CC1)C1=CC=CC=C1)Cl 5-chloro-1-((5-phenylthiophen-2-yl)methyl)-1H-indazole-7-carboxylic acid methyl ester